CN(C(=O)OCC=1C=C(C=CC1)\C=C(/C)\[C@@H](C=O)[C@H](\C=C\[C@@H]([C@H](CC[C@H](CC=O)O)C)OC(=O)N1CCN(CC1)C)C)C 4-methylpiperazine-1-carboxylic acid [(2s,3s,4E,6r,7s,10r)-2-[(E)-1-[3-(dimethylcarbamoyloxymethyl) phenyl] prop-1-en-2-yl]-10-hydroxy-3,7-dimethyl-12-oxo-1-oxododec-4-en-6-yl] ester